(8R,9aS)-8-(2,3-dichloro-6-hydroxyphenyl)-4-oxo-hexahydro-1H-pyrido[1,2-a]pyrazine-2-carboxamide ClC1=C(C(=CC=C1Cl)O)[C@H]1C[C@@H]2N(C(CN(C2)C(=O)N)=O)CC1